C1(=CC=CC2=CC=CC=C12)C(=O)N1CCN(CC1)C([C@H](CCCCNC(C=C)=O)NC(CC1=C(C=CC=C1)C(F)(F)F)=O)=O (S)-N-(6-(4-(1-naphthoyl)piperazin-1-yl)-5-(2-(2-trifluoromethylphenyl)acetamido)-6-oxohexyl)acrylamide